Niobium-cerium [Ce].[Nb]